N-(8,9-Difluoro-6-oxo-1,4,5,6-tetrahydro-2H-pyrano[3,4-c]isoquinolin-1-yl)-N-methylbenzo[d]oxazole-2-carboxamide FC=1C(=CC=2C3=C(NC(C2C1)=O)COCC3N(C(=O)C=3OC1=C(N3)C=CC=C1)C)F